CC=1C(=NC=CC1)[C@@H](C)NC1=NC=CC(=N1)C1=CC=CC(=N1)C=1NOC(C1)=O 3-(6-(2-(((R)-1-(3-methylpyridin-2-yl)ethyl)amino)pyrimidin-4-yl)pyridin-2-yl)isoxazol-5-one